FC1(CCC(CC1)[C@H](NC(=O)C1=NN(C=C1)C(C([2H])([2H])[2H])([2H])[2H])C=1OC2=C(N1)C=C(C=C2)CN2C(N[C@@H](C2)C(F)(F)F)=O)F N-((S)-(4,4-difluorocyclohexyl)(5-(((S)-2-oxo-4-(trifluoromethyl)-imidazolidin-1-yl)methyl)benzo[d]oxazol-2-yl)methyl)-1-(ethyl-d5)-1H-pyrazole-3-carboxamide